6-chloro-7-(3,5-dimethyl-1,2-oxazol-4-yl)-4-((2S)-2-methyl-4-(2-propenoyl)-1-piperazinyl)-1-(2-(2-propanyl)phenyl)pyrido[2,3-d]pyrimidin-2(1H)-one ClC1=CC2=C(N(C(N=C2N2[C@H](CN(CC2)C(C=C)=O)C)=O)C2=C(C=CC=C2)C(C)C)N=C1C=1C(=NOC1C)C